1-(triphenyl-λ5-phosphanyl)propan-2-one 4-((methylsulfonyl)oxy)piperidine-1-carboxylate CS(=O)(=O)OC1CCN(CC1)C(=O)O.C1(=CC=CC=C1)P(CC(C)=O)(C1=CC=CC=C1)C1=CC=CC=C1